N1(N=NC2=C1C=CC=C2)CNC(OC(C)(C)C)=O tert-butyl ((1H-benzo[d][1,2,3]triazol-1-yl)methyl)carbamate